1,5,7-trimethyl-4-oxo-N-(1-(pyridin-2-yl)cyclobutyl)-4,5-dihydro-1H-pyrrolo[3,2-c]pyridine-3-carboxamide CN1C=C(C=2C(N(C=C(C21)C)C)=O)C(=O)NC2(CCC2)C2=NC=CC=C2